tert-Butyl (4aS,7aR)-hexahydrofuro[3,4-b]pyrazine-1(2H)-carboxylate N1([C@@H]2[C@H](NCC1)COC2)C(=O)OC(C)(C)C